FC(C=1C=C2C=NC(=NC2=C(C1)N1CC2(CN(C2)C(=O)OC(C)(C)C)C(C1)(F)F)N[C@H]1[C@@H](CN(CC1)S(=O)(=O)C)O)F |r| tert-butyl racemic-6-(6-(difluoromethyl)-2-(((3r,4r)-3-hydroxy-1-(methylsulfonyl) piperidin-4-yl) amino) quinazolin-8-yl)-8,8-difluoro-2,6-diazaspiro[3.4]octane-2-carboxylate